FC1CN(CCC1NC)C1=C(C=CC=2N(C(N(C21)C)=O)C2C(NC(CC2)=O)=O)OC 3-[4-[3-Fluoro-4-(methylamino)-1-piperidyl]-5-methoxy-3-methyl-2-oxo-benzimidazol-1-yl]piperidine-2,6-dione